6-(6-aminopyridazin-4-yl)-N-(2-(4-((3-(oxazol-4-ylmethyl)-5-(trifluoromethoxy)benzyl)amino)butoxy)ethyl)-1H-indazol-4-amine NC1=CC(=CN=N1)C=1C=C(C=2C=NNC2C1)NCCOCCCCNCC1=CC(=CC(=C1)OC(F)(F)F)CC=1N=COC1